FC(C(=O)[O-])(F)F.C1(=CC=CC=C1)P(=O)(C1=CC=CC=C1)OC1=CC=C2C=C(C(OC2=C1)=O)C(=O)N1CC[NH2+]CC1 4-(7-((diphenylphosphoryl)oxy)-2-oxo-2H-chromene-3-carbonyl)piperazin-1-ium 2,2,2-trifluoroacetate